2-(E)-(2-bromobenzylidene)-1-cyclopentanone BrC1=C(\C=C/2\C(CCC2)=O)C=CC=C1